(S)-N-(4-methoxy-2,3-dihydro-1H-inden-1-yl)-2-(piperazin-1-yl)benzo[d]thiazole-6-carboxamide COC1=C2CC[C@@H](C2=CC=C1)NC(=O)C1=CC2=C(N=C(S2)N2CCNCC2)C=C1